5-(pyridin-2-yl)piperidin-2-one hydrochloride Cl.N1=C(C=CC=C1)C1CCC(NC1)=O